3-cyclopropyl-1-ethyl-1H-pyrazole C1(CC1)C1=NN(C=C1)CC